ClC=1C=C2C(NCCC3=CC=CC=C3C=3C(=CC(=C(NS(C(C1O)=C2)(=O)=O)C3)F)F)=O 14-chloro-20,22-difluoro-15-hydroxy-17λ6-thia-10,18-diazatetracyclo[17.3.1.112,16.02,7]tetracosane-1(23),2,4,6,12,14,16(24),19,21-nonaene-11,17,17-trione